Cl.NC1CC2(C1)CCN(CC2)C2=CC=C(C=C2)NC2=NC=C(C(=N2)NC2=C(C=CC=C2)P(C)(C)=O)Cl (2-((2-((4-(2-amino-7-azaspiro[3.5]nonan-7-yl)phenyl)amino)-5-chloropyrimidin-4-yl)amino)phenyl)dimethylphosphine oxide hydrochloric acid salt